(S)-5-(3-isopropyl-2-methyl-3H-imidazo[4,5-b]pyridin-5-yl)-N-(1,1,1-trifluoropropan-2-yl)-7H-pyrrolo[2,3-d]pyrimidin-2-amine C(C)(C)N1C(=NC=2C1=NC(=CC2)C2=CNC=1N=C(N=CC12)N[C@H](C(F)(F)F)C)C